3-(1-(4-nitrobenzyl)-1H-1,2,3-triazol-4-yl)imidazo[1,2-a]pyridine [N+](=O)([O-])C1=CC=C(CN2N=NC(=C2)C2=CN=C3N2C=CC=C3)C=C1